FC(CS(=O)(=O)Cl)(F)F 2,2,2-Trifluoro-ethanesulfonyl chloride